(3-Chloro-4-fluorophenyl)-1-(4-hydroxyphenyl)-1-((1,4,5,6-tetrahydrocyclopenta[c]pyrazol-3-yl)methyl)urea ClC=1C=C(C=CC1F)NC(N(CC=1C2=C(NN1)CCC2)C2=CC=C(C=C2)O)=O